NCC(CCC(CCN)C)C 1,7-diamino-2,5-dimethylheptane